C1(CCCC1)C(C(=O)[O-])(CC(=O)[O-])CCCC 2-Cyclopentyl-2-n-butylsuccinate